1-Benzyl 3-(1,1-dimethylethylsulfinamido)-3-phenylazetidine-1-carboxylate CC(C)(S(=O)NC1(CN(C1)C(=O)OCC1=CC=CC=C1)C1=CC=CC=C1)C